C1=C(C=CC=2C3=CC=CC=C3CC12)O[C@@H]1[C@H]([C@H]([C@@H]([C@H](O1)CCP(O)(O)=O)O)O)O (2-((2R,3S,4S,5S,6R)-6-((9H-fluoren-2-yl)oxy)-3,4,5-trihydroxytetrahydro-2H-pyran-2-yl)ethyl)phosphonic acid